C(CC)(O)O[2H] propanediol-d